6,6-diethyl-6,7-dihydro-5H-pyrazolo[5,1-b][1,3]oxazine C(C)C1(CN2C(OC1)=CC=N2)CC